(5-(4-fluoro-3-hydroxyphenyl)-1,3,4-oxadiazol-2-yl)(5-oxa-8-azaspiro[3.5]non-8-yl)methanone FC1=C(C=C(C=C1)C1=NN=C(O1)C(=O)N1CCOC2(CCC2)C1)O